C1(CC1)C1=CC(=C(C=C1)NC1=CC(=NC=C1C(=O)NOCC)NC1=NC=CN=C1)N(S(=O)(=O)C)C 4-((4-cyclopropyl-2-(N-methyl-methanesulfonamido)-phenyl)amino)-N-ethoxy-6-(pyrazin-2-ylamino)nicotinamide